C=CC=CCC1C(CCCCCCCCCCC)O1 6,7-epoxy-octadecadiene